4-[5-fluoro-1-[(3R)-2,6-dioxo-3-piperidinyl]indolin-4-yl]piperidine-1-carboxylic acid tert-butyl ester C(C)(C)(C)OC(=O)N1CCC(CC1)C1=C2CCN(C2=CC=C1F)[C@H]1C(NC(CC1)=O)=O